NC(C1=CC=CC(=N1)C1=CC=C2C=NN(C2=C1)C1=CC=CC(=N1)CO)C1(CCC1)F (6-(6-(6-(amino(1-fluorocyclobutyl)methyl)pyridin-2-yl)-1H-indazol-1-yl)pyridin-2-yl)methanol